[Fr].C1(=C(C(=CC2=CC=CC=C12)C(=O)O)C(=O)O)C(=O)O naphthalenetricarboxylic acid Francium